(S)-6-(cyclopropylmethyl)-N-((S)-1-(5-(7-fluoro-2-methylquinolin-6-yl)-1H-imidazol-2-yl)-7-oxononyl)-6-azaspiro[2.5]octane-1-carboxamide C1(CC1)CN1CCC2(C[C@@H]2C(=O)N[C@@H](CCCCCC(CC)=O)C=2NC(=CN2)C=2C=C3C=CC(=NC3=CC2F)C)CC1